N5-ethyl-N2-methyl-3-(4,4,5,5-tetramethyl-1,3,2-dioxaborolan-2-yl)-1H-pyrrole-2,5-dicarboxamide C(C)NC(=O)C1=CC(=C(N1)C(=O)NC)B1OC(C(O1)(C)C)(C)C